ClC1=NC=CC(=C1)OCC(=O)C1CCNCC1 2-((2-Chloropyridin-4-yl)oxy)-1-(piperidin-4-yl)ethan-1-one